CNC(=N)N1CCN(CCC1)C(=O)N 4-(N-methyl)amidino-homopiperazineamide